FC1=C(C=CC=C1)[C@@H]1[C@H](C1)C=1C=2N(N=C(C1)C=1C(NC(NC1)=O)=O)C=CN2 5-(8-((1S,2S)-2-(2-fluorophenyl)cyclopropyl)imidazo[1,2-b]pyridazin-6-yl)pyrimidine-2,4(1H,3H)-dione